CC(C(CCCCCCCCCCCCCCCC)[NH3+])(C)C.N[C@@H](CC1=CC=CC=C1)C(=O)[O-] phenylalanine 1,1,1-trimethyloctadecyl-ammonium salt